C(#N)C=1C=CC2=C(NC(=N2)C2=NNC3=CC=C(C=C23)C(=O)O)C1 3-(6-cyano-1H-benzo[d]imidazol-2-yl)-1H-indazole-5-carboxylic acid